R-o-chloromandelic acid ClC1=C([C@H](C(=O)O)O)C=CC=C1